isopentacosyl iodide C(CCCCCCCCCCCCCCCCCCCCCC(C)C)I